C([C@H](O)C)(=O)OCC (R)-ethyl lactate